(6-((5-bromo-2-((5-fluoro-2-methyl-4-morpholinophenyl)amino)pyrimidin-4-yl)amino)-2-cyclopropylquinolin-5-yl)dimethylphosphine BrC=1C(=NC(=NC1)NC1=C(C=C(C(=C1)F)N1CCOCC1)C)NC=1C(=C2C=CC(=NC2=CC1)C1CC1)P(C)C